4-[(3-fluorophenyl)sulfonimidoyl]benzoic Acid FC=1C=C(C=CC1)S(=O)(=N)C1=CC=C(C(=O)O)C=C1